C(#N)C=1C=C2C(=C(C(N(C2=CC1O[C@H]1COCC1)C)=O)C(=O)N)N1CCC(CC1)C=1OC2=C(N1)C=C(C=C2)C 6-Cyano-1-methyl-4-[4-(5-methyl-1,3-benzoxazol-2-yl)piperidin-1-yl]-2-oxo-7-{[(3R)-oxolan-3-yl]oxy}-1,2-dihydroquinoline-3-carboxamide